F[P-](F)(F)(F)(F)F.F[P-](F)(F)(F)(F)F.[Ru+2].C1(=CC=CC=C1)C1=CC=NC2=C3N=CC=C(C3=CC=C12)C1=CC=CC=C1 (4,7-diphenyl-1,10-phenanthroline) ruthenium (II) bis(hexafluorophosphate) salt